di-t-butylchlorosilane C(C)(C)(C)[SiH](Cl)C(C)(C)C